N1CCCC(=C1)C(=O)N 3,4-dihydro-1H-pyridine-5-carboxamide